CC1=C(C=C(COC=2C=C3CCC(C3=CC2)N2CC(C2)C(=O)OC)C=C1)C(F)(F)F methyl 1-(5-((4-methyl-3-(trifluoromethyl)benzyl)oxy)-2,3-dihydro-1H-inden-1-yl)azetidine-3-carboxylate